1,2-bis(4-fluorophenyl)ethane-1,2-diamine FC1=CC=C(C=C1)C(C(N)C1=CC=C(C=C1)F)N